FC1=CC=2N(C=C1)C(=CN2)C2=C1CNC(C1=C(C=C2)NC2=NC=C(C=C2)[C@@H](C)N2CCOCC2)=O (R)-4-(7-fluoroimidazo[1,2-a]pyridin-3-yl)-7-((5-(1-morpholinoethyl)pyridin-2-yl)amino)isoindolin-1-one